CC1(CC1)N1C(C=2N=CN=CC2C=C1)=O 7-(1-methylcyclopropyl)pyrido[3,4-d]pyrimidin-8(7H)-one